8-chloro-4-(3-methoxy-2,6-dimethylphenyl)-1-methyl-[1,2,4]triazolo[4,3-a]1,6-naphthyridine ClC1=NC=C2C=C(C=3N(C2=C1)C(=NN3)C)C3=C(C(=CC=C3C)OC)C